NCCNCCC[SiH](OC)OC N-(β-aminoethyl)-γ-aminopropyl-dimethoxysilane